FC=1C=CC2=C(N=C(O2)N(C)C=2OC3=C(N2)C=C(C=C3)CO)C1 {2-[(5-fluoro-1,3-benzoxazol-2-yl)-N-methylamino]-1,3-benzoxazol-5-yl}methanol